C(C)(C)(C)C=1C=C(C=CC1)NC1=NC=2C=C(C=CC2C=2N1C=C(N2)C)C(=O)O 5-((3-(tert-Butyl)phenyl)amino)-2-methylimidazo[1,2-c]quinazoline-8-carboxylic acid